N1-(2-(dimethylamino)ethyl)-N1-ethyl-N2-methyl-4-nitrobenzene-1,2-diamine CN(CCN(C=1C(=CC(=CC1)[N+](=O)[O-])NC)CC)C